3-(2-amino-5-chloropyridin-4-yl)oxetan-3-ol NC1=NC=C(C(=C1)C1(COC1)O)Cl